C(C)(C)(C)OC(=O)N1CCC2(CC1)[C@@H](C=1C(=NC=C(C1)C=O)C2)N[S@](=O)C(C)(C)C (5S)-5-[[(R)-tert-butylsulfinyl]amino]-3-formyl-spiro[5,7-dihydro-cyclopenta[b]pyridine-6,4'-piperidine]-1'-carboxylic acid tert-butyl ester